O1C(=CC=C1)C1CCC(CC1)OC[C@H]1[C@H](CCC2=CC=C(C(N12)=O)C)NS(=O)(=O)C |r| rac-N-[(3S,4R)-4-({[(1s,4S)-4-(furan-2-yl)cyclohexyl]oxy}methyl)-7-methyl-6-oxo-1,3,4,6-tetrahydro-2H-quinolizin-3-yl]methanesulfonamide